2-(bromomethyl)norbornane BrCC1C2CCC(C1)C2